3-[1-({6-[(4,4-dimethylpiperidin-1-yl)methyl]imidazo[1,2-a]pyridin-2-yl}methyl)-1H-1,2,3-triazol-4-yl]-5-methoxypyridine-2-carbonitrile CC1(CCN(CC1)CC=1C=CC=2N(C1)C=C(N2)CN2N=NC(=C2)C=2C(=NC=C(C2)OC)C#N)C